C(C)OC(=O)C1=C(C=2N=C(SC2N1)C(C)C)Br 6-bromo-2-isopropyl-4H-pyrrolo[3,2-d]Thiazole-5-carboxylic acid ethyl ester